FC1=CC=C(C=C1)C(N1C[C@@H](N(C[C@H]1C)C1=C2N=CN(C2=NC(=N1)Cl)CCN(C)C)C)C1=CC=C(C=C1)F 2-(6-((2S,5R)-4-(bis(4-fluorophenyl)methyl)-2,5-dimethylpiperazin-1-yl)-2-chloro-9H-purin-9-yl)-N,N-dimethylethane-1-amine